C(C1=CC=CC=C1)OC(=O)N1CCC(CC1)COC=1C=C(C=CC1)[C@@H]1N(C[C@H](CC1)C)C(=O)OC(C)(C)C (2R,5S)-tert-butyl 2-(3-((1-((Benzyloxy)Carbonyl)piperidin-4-yl)Methoxy)phenyl)-5-methylpiperidine-1-carboxylate